ClC=1C=C(C=CC1Cl)SC1=C(C=C(C=C1)S(=O)(=O)NC1=C(C(=O)OC)C=CC(=C1)F)[N+](=O)[O-] Methyl 2-((4-((3,4-dichlorophenyl) thio)-3-nitrophenyl) sulfonamido)-4-fluorobenzoate